C(CC)N(C=CCCC)CCC N,N-di-n-propyl-N-(pentenyl)amine